C(#N)C1C(C(CC(C1)(C)CN(C(OC(C)(C)C)=O)C)(C)C)=O tert-butyl ((5-cyano-1,3,3-trimethyl-4-oxocyclohexyl)methyl)(methyl)carbamate